C1(=CC=CC=C1)[C@H]1[C@@H](C1)C(=O)OCC (1R,2R)-ethyl 2-phenylcyclopropanecarboxylate